(4-(5-chloro-3-methyl-1H-pyrazol-1-yl)phenyl)methylamine ClC1=CC(=NN1C1=CC=C(C=C1)CN)C